lithium-titanium phosphoric acid P(O)(O)(O)=O.[Ti].[Li]